cetyl-trimethyl-phenyl-ammonium bromide [Br-].C(CCCCCCCCCCCCCCC)C1=C(C=CC=C1)[N+](C)(C)C